The molecule is an azaphilone that is the 4'-epimer of chaetoviridin A. It has been isolated from Chaetomium globosum. It has a role as a Chaetomium metabolite. It is a beta-hydroxy ketone, a gamma-lactone, an azaphilone, an enone, an organic heterotricyclic compound, an organochlorine compound and a secondary alcohol. CC[C@H](C)/C=C/C1=CC2=C(C(=O)[C@@]3(C(=C(C(=O)O3)C(=O)[C@H](C)[C@@H](C)O)C2=CO1)C)Cl